C(C)(C)(C)OC([C@H](CCC(=O)N(CC(=O)N(CC(=O)O)C)C)NC(CCCCCCCCCCCCCCCCC(=O)OC(C)(C)C)=O)=O 2-[[2-[[(4S)-5-tert-butoxy-4-[(18-tert-butoxy-18-oxo-octadecanoyl)amino]-5-oxo-pentanoyl]-methyl-amino]acetyl]-methyl-amino]acetic acid